COC1=C(CN(C2=C3C(=C(N=N2)OC(C)C)N(C(=N3)CCCC)C[C@@H]3C[C@@H](CCC3)NC(OC(C)(C)C)=O)CC3=C(C=C(C=C3)OC)OC)C=CC(=C1)OC tert-butyl ((1R,3S)-3-((4-(bis(2,4-dimethoxybenzyl)amino)-2-butyl-7-isopropoxy-1H-imidazo[4,5-d]pyridazin-1-yl)methyl)cyclohexyl)carbamate